ClC1=C2C(=NC=C1OC=1C=NN3C1C(=NC=C3)NC)N=C(N2C)NC2=NN(C(=C2)C(F)(F)F)[C@H]2COCC2 (R)-7-chloro-1-methyl-6-((4-(methylamino)pyrazolo[1,5-a]pyrazin-3-yl)oxy)-N-(1-(tetrahydrofuran-3-yl)-5-(trifluoromethyl)-1H-pyrazol-3-yl)-1H-imidazo[4,5-b]pyridin-2-amine